C1(CC1)NC(=O)C1=CC=C(C=N1)C=1C(CNCC1)C N-cyclopropyl-3'-methyl-1',2',3',6'-tetrahydro-[3,4'-bipyridine]-6-carboxamide